3-(3,6-difluoro-9H-carbazol-9-yl)-N'-(2,4-dimethoxybenzyl)-N-(4-(trifluoromethoxy)phenyl)piperidine-1-sulfonimidamide FC=1C=CC=2N(C3=CC=C(C=C3C2C1)F)C1CN(CCC1)S(=O)(NC1=CC=C(C=C1)OC(F)(F)F)=NCC1=C(C=C(C=C1)OC)OC